azo diisonitrile N(=N[N+]#[C-])[N+]#[C-]